N4-cyclobutyl-N2-(1-methylsulfonylindazol-4-yl)-5-(trifluoromethyl)pyrimidine-2,4-diamine C1(CCC1)NC1=NC(=NC=C1C(F)(F)F)NC1=C2C=NN(C2=CC=C1)S(=O)(=O)C